(1,1-difluoroethyl)-N-(8-methyl-2-oxo-3,4-dihydro-1H-quinolin-6-yl)pyridine-4-carboxamide FC(C)(F)C1=NC=CC(=C1)C(=O)NC=1C=C2CCC(NC2=C(C1)C)=O